3-(2-(3-chlorophenyl)thiazol-4-yl)-3-hydroxy-1-methylpyrrolidin-2-one ClC=1C=C(C=CC1)C=1SC=C(N1)C1(C(N(CC1)C)=O)O